(R)-1-(4-(3-(4-acryloylmorpholin-3-yl)-5-chlorophenyl)pyridin-2-yl)pyrrolidin-2-one C(C=C)(=O)N1[C@@H](COCC1)C=1C=C(C=C(C1)Cl)C1=CC(=NC=C1)N1C(CCC1)=O